magnesium pyrosulfite S(=O)(=O)([O-])S(=O)[O-].[Mg+2]